(3-chloropyridin-2-yl)-2-(2-(dimethylamino)ethoxy)benzene-1,3-diamine ClC=1C(=NC=CC1)C1=C(C(=C(C=C1)N)OCCN(C)C)N